OC(CCCC(CCC(C=O)C)C)(C)C 9-hydroxy-2,5,9-trimethyldecanal